C[C@H](CCC=C(C)C)[C@H]1CC[C@@H]2[C@@]1(CCC3=C2CC[C@@H]4[C@@]3(CC[C@@H]([C@]4(C)C=O)O)C)C The molecule is a 3beta-hydroxy-4beta-formyl-4alpha-methylsteroid resulting from the formal oxidation of the 4beta-hydroxymethyl group of 4beta-hydroxymethyl-4alpha-methyl-5alpha-cholesta-8,24-dien-3beta-ol to the corresponding formyl group. It derives from a 4beta-hydroxymethyl-4alpha-methyl-5alpha-cholesta-8,24-dien-3beta-ol.